(5'S,7a'R)-4-(benzyloxy)-5'-(5-fluoropyridin-3-yl)tetrahydro-3'H-spiro[cyclohexane-1,2'-pyrrolo[2,1-b]oxazol]-3'-one C(C1=CC=CC=C1)OC1CCC2(C(N3[C@H](O2)CC[C@H]3C=3C=NC=C(C3)F)=O)CC1